alpha-Ketoglutaric Acid nickel [Ni].O=C(C(=O)O)CCC(=O)O